The molecule is an aromatic ether that is phenol substituted on oxygen by a 2-hydroxyethyl group. It has a role as an antiinfective agent and a central nervous system depressant. It is a hydroxyether, a primary alcohol and an aromatic ether. It derives from a phenol. C1=CC=C(C=C1)OCCO